CC(C/C=C/C1N(CC2=C(OCCC1)C=CC(=C2)OC)S(=O)(=O)C2=CC=C(C)C=C2)(C)C (E)-5-(4,4-Dimethylpent-1-en-1-yl)-9-methoxy-6-tosyl-2,3,4,5,6,7-hexahydrobenzo[b][1,5]oxazonine